1-(2-([1,1'-biphenyl]-3-yloxy)ethyl)-2-methyl-1H-indole-3-carbaldehyde C1(=CC(=CC=C1)OCCN1C(=C(C2=CC=CC=C12)C=O)C)C1=CC=CC=C1